BrC1=CC=C2C=NN(C2=C1OC)COCC[Si](C)(C)C 6-bromo-7-methoxy-1-((2-(trimethylsilyl)ethoxy)methyl)-1H-indazole